2-(2,6-dimethyl-4-((6-oxo-7-(4-(trifluoromethyl)phenyl)-5,7-diazaspiro[3.4]octan-5-yl)methyl)phenoxy)2-methylpropanoic acid CC1=C(OC(C(=O)O)(C)C)C(=CC(=C1)CN1C2(CCC2)CN(C1=O)C1=CC=C(C=C1)C(F)(F)F)C